(E)-4-[3-[4-[3-[[4-[[5-bromo-4-(2-carbamoyl-3-fluoro-anilino)pyrimidin-2-yl]amino]phenyl]-sulfonylamino]propyl]piperazin-1-yl]propyl-methyl-amino]but-2-enoic acid BrC=1C(=NC(=NC1)NC1=CC=C(C=C1)S(=O)(=O)NCCCN1CCN(CC1)CCCN(C/C=C/C(=O)O)C)NC1=C(C(=CC=C1)F)C(N)=O